C(C)(C)(C)OC(=O)N[C@H](C(C(C(=O)OCC1=CC=CC=C1)(C)C)=O)CC(=C)C Benzyl (4S)-4-{[(tert-butoxy)carbonyl]amino}-2,2,6-trimethyl-3-oxohept-6-enoate